C(C=C)(=O)N1C[C@@H](N(CC1)C=1C2=C(N(C(N1)=O)C=1C(=NC=CC1C)C(C)C)N=C(C(=C2)C2CC2)C2=C(C=CC=C2)O)C (S)-4-(4-acryloyl-2-methylpiperazin-1-yl)-6-cyclopropyl-7-(2-hydroxyphenyl)-1-(2-isopropyl-4-methylpyridin-3-yl)pyrido[2,3-d]pyrimidin-2(1H)-one